N-(3-Fluoro-4-(piperazin-1-yl)phenyl)-1-isopropyl-1H-[1,2,3]triazolo[4,5-h]quinazolin-8-amine hydrochloride Cl.FC=1C=C(C=CC1N1CCNCC1)NC1=NC=2C3=C(C=CC2C=N1)N=NN3C(C)C